C(N)(=S)[C@H]1N(C[C@H](C1)C(F)(F)F)C(=O)OC(C)(C)C tert-butyl (2S,4S)-2-carbamothioyl-4-(trifluoromethyl)pyrrolidine-1-carboxylate